9-(2-(4-(4-methoxybenzyl)piperazin-1-yl)ethyl)-3-azaspiro[5.5]Undecane-3-carboxylic acid tert-butyl ester C(C)(C)(C)OC(=O)N1CCC2(CC1)CCC(CC2)CCN2CCN(CC2)CC2=CC=C(C=C2)OC